(diphenyltriazinyl)(phenyldibenzoselenophene) C1(=CC=CC=C1)C1=C(C(=NN=N1)C1=C(C2=C([Se]C3=C2C=CC=C3)C=C1)C1=CC=CC=C1)C1=CC=CC=C1